(6H-dibenzo[c,e][1,2]oxaphosphinin-6-yl)oxy-3,3'-di-tert-butyl-5,5'-dimethoxy-[1,1'-biphenyl]-2-ol C1=CC=CC2=C1C1=C(P(O2)OC=2C(=C(C(=CC2OC)C2=CC(=CC(=C2)OC)C(C)(C)C)O)C(C)(C)C)C=CC=C1